(3R)-3-({5-[2-chloro-5-(5-methyl-1,3,4-oxadiazol-2-yl)phenyl]-1-trityl-1H-indazol-3-yl}carbamoyl)-piperidine-1-carboxylic acid tert-butyl ester C(C)(C)(C)OC(=O)N1C[C@@H](CCC1)C(NC1=NN(C2=CC=C(C=C12)C1=C(C=CC(=C1)C=1OC(=NN1)C)Cl)C(C1=CC=CC=C1)(C1=CC=CC=C1)C1=CC=CC=C1)=O